5-(2-chloro-5-cyanophenyl)-3-{[(3R)-piperidin-3-ylcarbonyl]amino}-1H-indazole-1-carboxylic acid cyclohexylmethyl ester hydrochloride Cl.C1(CCCCC1)COC(=O)N1N=C(C2=CC(=CC=C12)C1=C(C=CC(=C1)C#N)Cl)NC(=O)[C@H]1CNCCC1